2-Methyl-6-(4,4,5,5-tetramethyl-1,3,2-dioxaborolan-2-yl)-1,3-benzothiazole CC=1SC2=C(N1)C=CC(=C2)B2OC(C(O2)(C)C)(C)C